Cl.N1C[C@H](CCC1)NS(=O)(=O)C (S)-N-(piperidin-3-yl)methanesulfonamide hydrochloride